C(#N)C1=C(C=C(C=N1)N1C(N(C(C1=O)(C)C)C1=CC=C(OCC2CCN(CC2)C(=O)OC(C)(C)C)C=C1)=S)C(F)(F)F tert-Butyl 4-((4-(3-(6-cyano-5-(trifluoromethyl)pyridin-3-yl)-5,5-dimethyl-4-oxo-2-thioxoimidazolidin-1-yl)phenoxy)methyl)piperidine-1-carboxylate